tert-butyl (2R)-4-[4-[bis(tert-butoxycarbonyl)amino]pyrrolo[2,1-f][1,2,4]triazin-7-yl]-2-(methoxymethyl)pyrrolidine-1-carboxylate C(C)(C)(C)OC(=O)N(C1=NC=NN2C1=CC=C2C2C[C@@H](N(C2)C(=O)OC(C)(C)C)COC)C(=O)OC(C)(C)C